FC(OC1CCC1)(F)F (1s,3s)-3-(trifluoromethoxy)cyclobutane